trans-4-(5-(6-chloroquinolin-2-yl)-1,3,4-oxadiazol-2-yl)cyclohexan-1-amine 2,2,2-trifluoroacetate FC(C(=O)O)(F)F.ClC=1C=C2C=CC(=NC2=CC1)C1=NN=C(O1)[C@@H]1CC[C@H](CC1)N